3-(Ethylmethylamino)-1,1,1-trifluoropropan-2-ol C(C)N(CC(C(F)(F)F)O)C